C(CC)OCC(C(=O)OC)C(C)(C)C methyl 2-propoxymethyl-3,3-dimethylbutyrate